methyl-3-sulfolanyl sulfone CS(=O)(=O)C1CS(=O)(=O)CC1